C(C)(C)NC(CN1CCN(CC1)C1=CC=CC(=N1)C1=NC2=CC(=NC=C2C=C1)CNC(C1=CN=CC(=C1)S(=O)(=O)C)=O)=O N-((2-(6-(4-(2-(isopropylamino)-2-oxoethyl)piperazin-1-yl)pyridin-2-yl)-1,6-naphthyridin-7-yl)methyl)-5-(methylsulfonyl)nicotinamide